C(C)(C)(C)OC(=O)N1CCC(=CC1)C1=CN=C(S1)NC(=O)C1N2C=CC=C2C(CC1)=O 4-[2-[(8-oxo-6,7-dihydro-5H-indolizine-5-carbonyl)amino]thiazol-5-yl]-3,6-dihydro-2H-pyridine-1-carboxylic acid tert-butyl ester